acetic acid-{2-[(diphenylmethylene)amino]-3-methylpyridin-4-yl}methyl ester C1(=CC=CC=C1)C(C1=CC=CC=C1)=NC1=NC=CC(=C1C)COC(C)=O